C(C)(C)(C)NC(COC[C@H](CC(=O)O)NC(=O)OCC1C2=CC=CC=C2C=2C=CC=CC12)=O (3S)-4-[2-(tert-butylamino)-2-oxoethoxy]-3-(9H-fluoren-9-ylmethoxycarbonylamino)butanoic acid